C1(=CC=CC=C1)C=1C(=C2C=C3C(=CC=C4C=5C=CC=CC5N=C34)C2=CC1)C1=NN=NC(=C1C1=C(C=CC=C1)C1=CC=CC=C1)C1=CC=CC=C1 phenyl-[phenyl-(biphenylyl)triazinyl]indenocarbazole